OC=1C=C(C(=O)NCC2=C(C=CC=C2)OC)C=C(C1O)O 3,4,5-Trihydroxy-N-(2-methoxybenzyl)benzamide